2'-O-methyl adenosine-3'-phosphorothioate P(O)(O)(=S)O[C@H]1[C@H]([C@@H](O[C@@H]1CO)N1C=NC=2C(N)=NC=NC12)OC